5-((2-(2-hydroxyethoxy)ethyl)amino)oxazole OCCOCCNC1=CN=CO1